FC(N1C=C(C=2C1=NC=C(C2)NC(C=C)=O)C2=CC=C(C=C2)C(F)(F)F)F N-(1-(Difluoromethyl)-3-(4-(trifluoromethyl)phenyl)-1H-pyrrolo[2,3-b]pyridin-5-yl)acrylamide